C(=O)(OC(C)(C)C)C(CCCCC)(N)N mono-Boc-diaminohexane